1-(3-aminopyrrolidin-1-yl)prop-2-en-1-one NC1CN(CC1)C(C=C)=O